Benzyl 4-(5H-pyrido[4,3-b]indol-7-yl)-3,6-dihydropyridine-1(2H)-carboxylate C1=NC=CC=2NC=3C=C(C=CC3C21)C=2CCN(CC2)C(=O)OCC2=CC=CC=C2